tert-butyl N-[[4-[[[5-amino-2-(4-cyanobut-1-ynyl)-6H-thieno[3,2-b]azepine-7-carbonyl]-propyl-amino]methyl]phenyl]methyl]-N-methyl-carbamate NC=1CC(=CC2=C(N1)C=C(S2)C#CCCC#N)C(=O)N(CCC)CC2=CC=C(C=C2)CN(C(OC(C)(C)C)=O)C